N,N-diethyl-chloroformyl-amine C(C)N(CC)C(=O)Cl